trifluoromethyl trifluoroethyl carbonate C(OC(F)(F)F)(OCC(F)(F)F)=O